(S)-20,20,20-trifluoro-1-(trityloxy)icosan-2-ol FC(CCCCCCCCCCCCCCCCC[C@@H](COC(C1=CC=CC=C1)(C1=CC=CC=C1)C1=CC=CC=C1)O)(F)F